(R)-3-((3-cyclopropylpyridin-2-yl)oxy)-2,2-dimethyl-N-(1-methylpyrrolidin-3-yl)propanamide C1(CC1)C=1C(=NC=CC1)OCC(C(=O)N[C@H]1CN(CC1)C)(C)C